OC1=NC(=NC(=N1)C1=C(C=C(C=C1)OCCO)O)C1=C(C=C(C=C1)C)C 2-hydroxy-4-(2-hydroxy-4-(2-hydroxyethoxy)phenyl)-6-(2,4-dimethylphenyl)-s-triazin